OSC#N hypothiocyanic acid